B(C1=C(C=C(C=C1)F)CNC(=O)OC(C)(C)C)(O)O 2-(N-BOC-AMINOMETHYL)-4-FLUOROPHENYLBORONIC ACID